NC1=CC(=C(C=C1)N1CCN(CC1)C(=O)OC(C)(C)C)OC tert-butyl 4-(4-amino-2-methoxy-phenyl)piperazine-1-carboxylate